6-(4-(5-((7-cyclobutoxy-4-oxo-3,4-dihydrophthalazin-1-yl)methyl)-2-fluorobenzoyl)piperazin-1-yl)-4-methylnicotinonitrile C1(CCC1)OC1=CC=C2C(NN=C(C2=C1)CC=1C=CC(=C(C(=O)N2CCN(CC2)C2=NC=C(C#N)C(=C2)C)C1)F)=O